BrC=1N=C(N(C1)C)CCO 2-(4-bromo-1-methyl-imidazol-2-yl)ethanol